tert-butyl (12aR)-9-bromo-10-chloro-3,4,12,12a-tetrahydro-6H-pyrazino[2,1-c][1,4]benzooxazepine-2(1H)-carboxylate BrC1=C(C2=C(CN3[C@@H](CO2)CN(CC3)C(=O)OC(C)(C)C)C=C1)Cl